(3,5-Dimethoxyphenyl)-2-(4-(trifluoromethyl)phenyl)Azole-4-carboxylic acid ethyl ester C(C)OC(=O)C=1C(=C(NC1)C1=CC=C(C=C1)C(F)(F)F)C1=CC(=CC(=C1)OC)OC